2-(1H-indol-3-yl)-2-phenylindol-3-one N1C=C(C2=CC=CC=C12)C1(NC2=CC=CC=C2C1=O)C1=CC=CC=C1